C(C)(C)(C)NCCOCCOC (2-(2-tert-butylaminoethoxy) ethyl)methyl ether